OC1=C(C=CC=C1)C1=CC2=C(N=N1)NC1=C2[C@H](N(CC1)C1=NC=C(C(=N1)O)C1CCNCC1)C (R)-2-(3-(2-hydroxyphenyl)-5-methyl-7,8-dihydro-5H-pyrido[3',4':4,5]pyrrolo[2,3-c]pyridazin-6(9H)-yl)-5-(piperidin-4-yl)pyrimidin-4-ol